(2,6-dimethylphenoxy)(1,3-bis(2,4,6-trimethylphenyl)-imidazoline imine) vanadium monochloride [Cl-].[V+].CC1=C(OC2N(CC(N2C2=C(C=C(C=C2C)C)C)=N)C2=C(C=C(C=C2C)C)C)C(=CC=C1)C